Cl.FC(CNC)(C)F 2,2-difluoro-N-Methylpropane-1-amine hydrochloride